C(C)(C)(C)S(=O)NC(C(C)(C)C1=CC(=NC(=C1)C1=CC=C(C=C1)F)C(CNC(=O)C1=CC(=NN1C)N1N=CC=C1)(C)O)C N-(2-(4-(3-((tert-butylsulfinyl)amino)-2-methylbutan-2-yl)-6-(4-fluorophenyl)pyridin-2-yl)-2-hydroxypropyl)-1'-methyl-1'H-[1,3'-bipyrazole]-5'-carboxamide